C[C@H]1OC[C@H]1C(=O)NC1=CNC2=CC=C(C=C12)O[C@@H]1C[C@H](C1)C1=CC=C(C=C1)C(F)(F)F (2R,3R)-2-methyl-N-(5-(trans-3-(4-(trifluoromethyl)phenyl)cyclobutoxy)-1H-indol-3-yl)oxetane-3-carboxamide